[Br-].C1(=CC=CC=C1)C(C1=CC=CC=C1)(C1=CC=CC=C1)[PH3+] triPhenylmethylphosphonium bromide